C(C)(=O)N([C@@H](CO)C(=O)O)C1[C@H](N)[C@@H](O)[C@H](O)[C@H](O1)CO N-acetylglucosaminyl-L-serine